phosphorus oxide [P]=O